(1H-imidazol-1-yl)-N-((1r,4r)-4-(2-methoxyethoxy)cyclohexyl)-6-(1-methyl-1H-pyrazol-3-yl)isonicotinamide N1(C=NC=C1)C1=C(C(=O)NC2CCC(CC2)OCCOC)C=C(N=C1)C1=NN(C=C1)C